Cl.Cl.NCCCCN putrescine DiHCl